4,6-dichloro-3-fluoro-pyrazolo[1,5-a]pyrazine ClC=1C=2N(C=C(N1)Cl)N=CC2F